C(C)(C)(C)OC(=O)N1C[C@H]2N(CC1)CCNC2=O (R)-9-oxo-octahydro-2H-pyrazino[1,2-a]pyrazine-2-carboxylic acid tert-butyl ester